3-(5-(((1S,2S)-2-(4-ethoxy-4-methylpiperidin-1-yl)cyclopentyl)oxy)-1-oxoisoindolin-2-yl)piperidine-2,6-dione C(C)OC1(CCN(CC1)[C@@H]1[C@H](CCC1)OC=1C=C2CN(C(C2=CC1)=O)C1C(NC(CC1)=O)=O)C